FC(C1(CC1)C=1C=NN(C1)CC1CC2(CN(C2)C(=O)N2C[C@@H]3[C@@H](OCC(N3)=O)CC2)C1)(F)F (4aR,8aS)-6-[6-[[4-[1-(trifluoromethyl)cyclopropyl]pyrazol-1-yl]methyl]-2-azaspiro[3.3]heptane-2-carbonyl]-4,4a,5,7,8,8a-hexahydropyrido[4,3-b][1,4]oxazin-3-one